N1=CC=CC=2N(C=3C=CC=CC3C21)CC2=CC=C(CP1(OCCC(O1)C1=CC(=CC=C1)Cl)=O)C=C2 2-(4-((5H-pyrido[3,2-b]indol-5-yl)methyl)benzyl)-4-(3-chlorophenyl)-1,3,2-dioxaphosphorinane 2-oxide